BrC=1N(C=C(N1)C1=CC=C(C=C1)OC)COCC[Si](C)(C)C 2-[[2-bromo-4-(4-methoxyphenyl)imidazol-1-yl]methoxy]ethyl-trimethyl-silane